(S)-8-(2-amino-6-((R)-1-(3',4'-dimethyl-[1,1'-biphenyl]-4-yl)-2,2,2-trifluoroethoxy)pyrimidin-4-yl)-2,8-diazaspiro[4.5]decane-3-carboxylic acid NC1=NC(=CC(=N1)N1CCC2(C[C@H](NC2)C(=O)O)CC1)O[C@@H](C(F)(F)F)C1=CC=C(C=C1)C1=CC(=C(C=C1)C)C